C(C)(C)(C)OC(NCCCC(C1=NC2=C(N1C)C=CC=C2OC)N)=O tert-butyl-(4-amino-4-(4-methoxy-1-methyl-benzo[d]imidazol-2-yl)butyl)carbamate